C1(CC1)C=1N=C(C(=NC1CC)C(=O)N)NC1=CC(=CC=C1)CCNC(=O)C1(CC1)N(C(C=CCN(C)C)=O)C cyclopropyl-3-((3-(2-(1-(4-(dimethylamino)-N-methylbut-2-enamido)cyclopropane-1-carboxamido)ethyl)phenyl)amino)-6-ethylpyrazine-2-carboxamide